The molecule is a hydrate that is the monohydrate form of anhydrous bosutinib. It has a role as an antineoplastic agent and a tyrosine kinase inhibitor. It contains a bosutinib. CN1CCN(CC1)CCCOC2=C(C=C3C(=C2)N=CC(=C3NC4=CC(=C(C=C4Cl)Cl)OC)C#N)OC.O